C(C)(=O)OC1=C(C=CC=C1)CCC(=O)Cl 2-(3-chloro-3-oxo-propyl)phenyl acetate